[N+](=O)([O-])C1=NC(=CC=C1C=1N(C2=CC=CC=C2C1)C(=O)OC(C)(C)C)N1CCCCC1 tert-Butyl 2-(2-nitro-6-(piperidin-1-yl)pyridin-3-yl)-1H-indole-1-carboxylate